sodium-hcl Cl.[Na]